C(C1=CC=CC=C1)N1N=NC2=C1C=CC=C2 benzylbenzotriazoleN